2-(3,6-dichloropyridazin-4-yl)tetrahydropyran-4-carboxamide ClC=1N=NC(=CC1C1OCCC(C1)C(=O)N)Cl